C(C1=CC=CC=C1)N1CCC(CC1)N1C(OCC1=O)=O 3-(1-benzylpiperidin-4-yl)oxazolidine-2,4-dione